CC(=CCC/C(=C\CC[C@@](C)(C=C)O)/C)C (+)-nerolidol